10-(benzhydrylideneamino)-2,7-dicyclopropyl-3,3,9-trifluoro-2,4-dihydro-1H-[1,4]oxazepino[2,3-c]quinolin-6-one C(C1=CC=CC=C1)(C1=CC=CC=C1)=NC1=CC=2C3=C(C(N(C2C=C1F)C1CC1)=O)OCC(C(N3)C3CC3)(F)F